(2S,11aR)-6-cyclopentyl-7-fluoro-8-methyl-2-((2-oxo-1,2,3,4-tetrahydro-1,6-naphthyridin-7-yl)oxy)-2,3,11,11a-tetrahydro-1H,5H-benzo[f]pyrrolo[2,1-c][1,4]oxazepin-5-one C1(CCCC1)C1=C(C(=CC2=C1C(N1[C@@H](CO2)C[C@@H](C1)OC1=NC=C2CCC(NC2=C1)=O)=O)C)F